4-benzyl-1-benzylaminocarbonyl-2-isobutyl-4,10-diazatricyclo[5.3.1.03,8]Undec-9-ene C(C1=CC=CC=C1)N1C2C(C3(N=CC2C(CC1)C3)C(=O)NCC3=CC=CC=C3)CC(C)C